(S)-2-decanamido-3-hydroxypropionic acid C(CCCCCCCCC)(=O)N[C@H](C(=O)O)CO